4-[(1Z,3Z)-4-(3,4-dihydroxyphenyl)-2,3-diisocyanobut-1,3-dienyl]benzene-1,2-diol OC=1C=C(C=CC1O)\C=C(\C(=C\C=1C=C(C(=CC1)O)O)\[N+]#[C-])/[N+]#[C-]